P(=O)(OCCCCCC)(OCCCCCC)OCCCCCC tri-(n-hexyl) phosphate